(S)-4-((dimethyl-amino)methyl)-N'-((1,2,3,5,6,7-hexahydro-s-indacen-4-yl)carbamoyl)-N-methyl-benzene-sulfonimidamide CN(C)CC1=CC=C(C=C1)[S@@](=O)(NC)=NC(NC1=C2CCCC2=CC=2CCCC12)=O